C(CCCCCCC)C(=C)CCCCCCC 2-n-octyl-1-nonene